5-chloro-8-methoxy-1-((4-methyl-1H-pyrazol-1-yl)methyl)-3,4-dihydroisoquinoline-2(1H)-carbaldehyde ClC1=C2CCN(C(C2=C(C=C1)OC)CN1N=CC(=C1)C)C=O